1,2-bis(2-bromo-4,5-dimethoxyphenyl)acetylene tert-Butyl-N-[(1S)-1-[4-[4-[3-(dimethylamino)prop-1-ynyl]thiazol-5-yl]phenyl]ethyl]carbamate C(C)(C)(C)OC(N[C@@H](C)C1=CC=C(C=C1)C1=C(N=CS1)C#CCN(C)C)=O.BrC1=C(C=C(C(=C1)OC)OC)C#CC1=C(C=C(C(=C1)OC)OC)Br